1-(4-(6-((5-methylthiazol-2-yl)amino)-1-(2,2,2-trifluoroethyl)-1H-pyrrolo[3,2-c]pyridin-4-yl)-3,6-dihydropyridin-1(2H)-yl)prop-2-en-1-one CC1=CN=C(S1)NC1=CC2=C(C(=N1)C=1CCN(CC1)C(C=C)=O)C=CN2CC(F)(F)F